1-(1,3-dihydroisobenzofuran-4-yl)ethan-1-ol C1OCC2=C(C=CC=C12)C(C)O